methyl 6-cyclopropyl-2-(4,4-difluoroazepan-1-yl)-5-iodo-4-methylnicotinate C1(CC1)C1=NC(=C(C(=O)OC)C(=C1I)C)N1CCC(CCC1)(F)F